ClC1=CC(=C2C=C(NC2=C1F)C(=O)N1CCN(CC1)C1=NC=C(C=C1OC)F)C1CNCC1 (6-chloro-7-fluoro-4-pyrrolidin-3-yl-1H-indol-2-yl)-[4-(5-fluoro-3-methoxy-2-pyridyl)piperazin-1-yl]methanone